Ethylisopropylketon C(C)C(=O)C(C)C